2,2,7-trifluoro-6-iodo-2H-benzo[b][1,4]oxazin-3(4H)-one FC1(C(NC2=C(O1)C=C(C(=C2)I)F)=O)F